ClC=1C=C(C(=O)NC2=CC=C(C=C2)N2C3=C(NCC=C2)C2=CC=CC=C2C=C3)C=CC1 5-[4-(3-chlorobenzoyl)aminophenyl]-1H-naphtho[1,2-b][1,4]diazepine